N-(4-(2-(dimethylamino)vinyl)-5-nitropyridin-2-yl)acetamide CN(C=CC1=CC(=NC=C1[N+](=O)[O-])NC(C)=O)C